(R)-1-mercapto-3-methoxypropan-2-ol SC[C@@H](COC)O